BrC1=CC=C2CCN(C(C2=C1)C=1N(C=CN1)C)C(=O)OC(C)(C)C tert-butyl 7-bromo-1-(1-methylimidazol-2-yl)-3,4-dihydro-1H-isoquinoline-2-carboxylate